2-((1,3-dimethyl-4-(7-methyl-1-(tetrahydro-2H-pyran-2-yl)-3-vinyl-1H-pyrazolo[3,4-c]pyridin-5-yl)-1H-pyrazol-5-yl)oxy)-N-((4-iodo-1-methyl-1H-pyrazol-5-yl)methyl)-N-methylethan-1-amine CN1N=C(C(=C1OCCN(C)CC1=C(C=NN1C)I)C=1C=C2C(=C(N1)C)N(N=C2C=C)C2OCCCC2)C